C(C)(C)(C)OC(=O)N1CCN(CC1)C=1C=NC(=CC1)B1OC(C(O1)(C)C)(C)C 4-(6-(4,4,5,5-tetramethyl-1,3,2-dioxaborolan-2-yl)pyridin-3-yl)piperazine-1-carboxylic acid tert-butyl ester